O=C1NC(CCC1N1N=C(C2=CC=CC=C2C1=O)C)=O 3-(2,6-dioxopiperidin-3-yl)-1-methyl-4-oxo-3,4-dihydrophthalazine